[C@H]12CN(C[C@H](CC1)N2)C(=O)OC(C)(C)C tert-butyl (1R,5S)-3,8-diazabicyclo[3.2.1]octane-3-carboxylate